4-trifluoromethyl-3-(4-bromophenyl)-isocoumarin FC(C1=C(OC(=O)C2=CC=CC=C12)C1=CC=C(C=C1)Br)(F)F